C(C)(=O)N1CC2(C1)N(C(CN(C2=O)C2=NC=C(C=C2F)Cl)=O)[C@@H](C)C2=CC=C(C=C2)C(F)(F)F (S)-2-acetyl-8-(5-chloro-3-fluoropyridin-2-yl)-5-(1-(4-(trifluoromethyl)phenyl)-ethyl)-2,5,8-triazaspiro-[3.5]nonane-6,9-dione